C(C(=C)C)(=O)OCCC[Si](OC)(OC)OC 3-(methacryloyloxy)-propyltrimethoxysilane